(R)-2-chloropropionate Cl[C@@H](C(=O)[O-])C